C(=C)C1=CC=C(C=C1)[SiH](OC)CC p-vinyl-phenyl-ethyl-methoxysilane